3-[(1S,2S)-2-(4,4,5,5-tetramethyl-1,3,2-dioxaborolan-2-yl)cyclopropyl]-8-(trifluoromethyl)quinoline CC1(OB(OC1(C)C)[C@@H]1[C@H](C1)C=1C=NC2=C(C=CC=C2C1)C(F)(F)F)C